Ethyl 3-[(2,2-diethoxypropanoyl)amino]-2,2-dimethylpropanoate C(C)OC(C(=O)NCC(C(=O)OCC)(C)C)(C)OCC